(S)-3-(2,6-dichloro-4-((4-((R)-3-chloro-2-hydroxypropoxy)phenyl)sulfonyl)phenoxy)propane-1,2-diol ClC1=C(OC[C@H](CO)O)C(=CC(=C1)S(=O)(=O)C1=CC=C(C=C1)OC[C@H](CCl)O)Cl